Tert-butyl 3-(6,7-dihydro-5H-pyrazolo[1,5-a]pyrimidin-4-yl)-7,8-dihydro-5H-1,6-naphthyridine-6-carboxylate N1=CC=C2N1CCCN2C=2C=NC=1CCN(CC1C2)C(=O)OC(C)(C)C